(R)-3-amino-1-(2-((6-amino-9H-purin-9-yl)methyl)-4-fluorophenyl)-N-cyclopropylpyrrolidine-3-carboxamide N[C@]1(CN(CC1)C1=C(C=C(C=C1)F)CN1C2=NC=NC(=C2N=C1)N)C(=O)NC1CC1